tert-butyl (3-{4-[(2R)-2-hydroxypropoxy]-1H-pyrazol-1-yl}bicyclo[1.1.1]pentan-1-yl)carbamate O[C@@H](COC=1C=NN(C1)C12CC(C1)(C2)NC(OC(C)(C)C)=O)C